(2S)-2-(t-butoxycarbonylamino)-3-phenyl-propionic acid C(C)(C)(C)OC(=O)N[C@H](C(=O)O)CC1=CC=CC=C1